FC=1C=C(C=CC1)C1(OC(OC1)=O)C=C 4-(3-fluoro-phenyl)-4-vinyl-1,3-dioxolanone